(3-methyl-5-(4-trifluoromethylphenyl)amino-1H-pyrazol-1-yl)-5,6-dimethyl-4(3H)pyrimidinone CC1=NN(C(=C1)NC1=CC=C(C=C1)C(F)(F)F)C1=NC(=C(C(N1)=O)C)C